5-(3-cyanophenyl)isoindolin C(#N)C=1C=C(C=CC1)C=1C=C2CNCC2=CC1